1-[4-(2-fluorophenyl)thiazol-2-yl]-3-methyl-1H-pyrazol-5-ol FC1=C(C=CC=C1)C=1N=C(SC1)N1N=C(C=C1O)C